N-propionyl-phthalimide C(CC)(=O)N1C(C=2C(C1=O)=CC=CC2)=O